(2S,3R,4R)-1-acetyl-4-((5-chloro-6-cyanopyridin-3-yl)amino)-2-cyclopropyl-3-methyl-1,2,3,4-tetrahydroquinoline-6-carboxamide C(C)(=O)N1[C@H]([C@@H]([C@H](C2=CC(=CC=C12)C(=O)N)NC=1C=NC(=C(C1)Cl)C#N)C)C1CC1